6'-(bromomethyl)-2-ethyl-2',3',4',5-tetramethoxy-[1,1'-biphenyl]-4-ol BrCC1=CC(=C(C(=C1C1=C(C=C(C(=C1)OC)O)CC)OC)OC)OC